OC1C(C=CCC(OC(C2=C(C=CCC1O)C=C(C=C2O)OC)=O)C)=O 3,4,9,10-tetrahydro-8,9,16-trihydroxy-14-methoxy-3-methyl-1H-2-benzoxacyclotetradecine-1,7(8H)-dione